C(C)(C)(C)OC(=O)N1C[C@H](C[C@@H](C1)F)NC=1C2=C(N=CN1)C(=CC(=N2)Cl)C(=O)OC methyl 4-(((3S,5S)-1-(tert-butoxycarbonyl)-5-fluoropiperidin-3-yl) amino)-6-chloropyrido[3,2-d]pyrimidine-8-carboxylate